(5-ethynyl-8-((methyl-d3)amino)-2,7-naphthyridin-3-yl)cyclopropanecarboxamide C(#C)C1=C2C=C(N=CC2=C(N=C1)NC([2H])([2H])[2H])C1(CC1)C(=O)N